3,4',5-trihydroxy-1,2-diphenylethene OC=1C=C(C=C(C1)O)C=CC1=CC=C(C=C1)O